ClC=1C(=C(C#N)C=C(C1)C(C)(C)O)OC([2H])([2H])[2H] 3-chloro-5-(2-hydroxypropan-2-yl)-2-(methoxy-d3)benzonitrile